1-ethyl-1-hexylpiperidinium Bis(pentafluoroethanesulfonyl)imide [N-](S(=O)(=O)C(F)(F)C(F)(F)F)S(=O)(=O)C(F)(F)C(F)(F)F.C(C)[N+]1(CCCCC1)CCCCCC